FC(C=1C=C(OC2=C(C=CC=C2OC)C2C=3C(NC(C2C(=O)N(C)C)=O)=NNC3)C=C(C1)C(F)(F)F)(F)F 4-[3,5-bis(trifluoromethyl)phenoxyl-3-methoxyphenyl]-N,N-dimethyl-6-oxo-2H,4H,5H,6H,7H-pyrazolo[3,4-b]pyridine-5-carboxamide